FC1=C(C(=C(C=C1)C1C(OC(C1C)(C(F)(F)F)C)C(=O)Cl)OCCOC)C 3-(4-fluoro-2-(2-methoxyethoxy)-3-methylphenyl)-4,5-dimethyl-5-(trifluoromethyl)tetrahydrofuran-2-carbonyl chloride